[NH3+][C@@H]([C@@H](C)CC)C(=O)O isoleucinium